N-(2-(chloromethyl)5-methylphenyl)-4-methylbenzenesulfonamide ClCC1=C(C=C(C=C1)C)NS(=O)(=O)C1=CC=C(C=C1)C